4,4'-((E)-hex-3-ene-3,4-diyl)bis(((E)-hex-1-en-1-yl)benzene) CC/C(=C(/CC)\C1=CC=C(C=C1)\C=C\CCCC)/C1=CC=C(C=C1)\C=C\CCCC